2-(6-chloro-1H-indol-3-yl)-N-[4-(2-methyl-1H-indol-3-yl)thiazol-2-yl]acetamide ClC1=CC=C2C(=CNC2=C1)CC(=O)NC=1SC=C(N1)C1=C(NC2=CC=CC=C12)C